C1(CCCN1)=O butan-lactam